C(C(C(=O)O)CCCCC)([2H])([2H])[2H] 2-(methyl-d3)heptanoic acid